OC[C@H]1N(C[C@@H](C1)C=1SC=CN1)C(=O)OC(C)(C)C tert-butyl (2S,4R)-2-(hydroxymethyl)-4-(thiazol-2-yl)pyrrolidine-1-carboxylate